C(C)N1C2=CC=C(C=C2C=2C=CC=CC12)C(C1=C(C=CC(=C1)C1OCCCC1)C)=O 9-ethyl-6-(2-methyl-5-tetrahydropyranyl-benzoyl)-9H-carbazole